Disodium Disodium [Na].[Na].[Na].[Na]